methyl (3-methoxy-4-((3-(4-methoxy-3-(pentyloxy)phenyl)-5-methyl-2-oxotetrahydropyrimidin-1(2H)-yl)methyl)benzyl)carbamate COC=1C=C(CNC(OC)=O)C=CC1CN1C(N(CC(C1)C)C1=CC(=C(C=C1)OC)OCCCCC)=O